C(C)C1=CC(=NNC1=O)C(=O)OC Methyl 5-ethyl-6-oxo-1H-pyridazine-3-carboxylate